O=C1C=C(NC=2N1N=C(C2)C2=C(C=CC=C2)C)C=2C=C(C(=O)O)C=CC2 3-(7-oxo-2-(o-tolyl)-4,7-dihydropyrazolo[1,5-a]pyrimidin-5-yl)benzoic acid